4-chloro-1-methyl-6-oxopyridine-3-carboxylic acid ClC=1C(=CN(C(C1)=O)C)C(=O)O